2-(6-((4,4-difluorocyclohexyl)amino)-2-(3,5-dimethyl-1H-pyrazol-1-yl)pyrimidin-4-yl)acetaldehyde FC1(CCC(CC1)NC1=CC(=NC(=N1)N1N=C(C=C1C)C)CC=O)F